[K+].B([O-])([O-])[O-].[K+].[K+] boric acid potassium salt